r-dibenzyl-4,4'-bipyridinium dichloride [Cl-].[Cl-].C(C1=CC=CC=C1)[N+]1=CC=C(C=C1)C1=CC=[N+](C=C1)CC1=CC=CC=C1